C(C)C=1N=C(NC(C1)=O)C=1C(=C(CNC(=O)C2CCN(CC2)C2=NC(=CC=C2)C)C=CC1C(F)(F)F)F N-[3-(4-ethyl-6-oxo-1,6-dihydropyrimidin-2-yl)-2-fluoro-4-(trifluoromethyl)benzyl]-1-(6-methylpyridin-2-yl)piperidine-4-carboxamide